O=C(CC(=O)O)SC1=CC=CC=C1 3-oxo-3-(phenylmercapto)propionic acid